O=CC[C@@H](O)[C@@H](O)[C@H](O)[C@H](O)CO Deoxy-D-manno-heptose